ClC1=CC=C(C=C1)C1=C(N(N=N1)C)CN1N=CC(=CC1=O)N1C[C@H](O[C@H](C1)C)C 2-[[5-(4-chlorophenyl)-3-methyl-triazol-4-yl]methyl]-5-[(2R,6S)-2,6-dimethylmorpholin-4-yl]pyridazin-3-one